4-iodo-N,N-dimethylaniline CN(C)C1=CC=C(C=C1)I